FC=1C=CC=C2C=C(NC(C12)=O)CCC(=O)N1CCC(=CC1)C=1C=NC(=CC1)C#N 1'-(3-(8-fluoro-1-oxo-1,2-dihydroisoquinolin-3-yl)propanoyl)-1',2',3',6'-tetrahydro-[3,4'-bipyridine]-6-carbonitrile